(S)-4-chloromandelic acid ClC1=CC=C([C@@H](C(=O)O)O)C=C1